FCN1C=2N(C=CC1=O)C(C(=C(N2)C(F)(F)F)C=2C=NN(C2)CC(C(F)(F)F)(F)F)=O 1-(fluoromethyl)-7-[1-(2,2,3,3,3-pentafluoropropyl)-1H-pyrazol-4-yl]-8-(trifluoromethyl)-1H,2H,6H-[1,3]diazino[1,2-a]pyrimidine-2,6-dione